FC1(CCC(CC1)C1(C(NC2=C(C(=CC=C12)F)F)=O)C1=CC(=C(C=C1)B1OC(C(O1)(C)C)(C)C)F)F 3-(4,4-difluorocyclohexyl)-6,7-difluoro-3-(3-fluoro-4-(4,4,5,5-tetramethyl-1,3,2-dioxaborolan-2-yl)phenyl)indolin-2-one